cedrane C[C@@H]1CC[C@@]23C[C@@H]1C([C@@H]2CC[C@H]3C)(C)C